C(CCCCCCCCCC=CCCCCCC)(=O)[O-] octadec-11-enoate